8-fluoro-N-hydroxy-2-((2s,4r)-6-methyl-6-azaspiro[3.5]nonan-2-yl)-1,2,3,4-tetrahydroisoquinoline-6-carboxamide FC=1C=C(C=C2CCN(CC12)C1CC2(C1)CN(CCC2)C)C(=O)NO